ClC1=C(COC2=CC=C(C=C2)C=2OC3=C(C2C(=O)N)C=C(C(=C3)C3=NN=NN3)F)C=CC(=C1)F (4-((2-chloro-4-fluorobenzyl)oxy)phenyl)-5-fluoro-6-(1H-tetrazol-5-yl)benzofuran-3-carboxamide